dimethyl-pyrimidine sodium [Na].CC1=CC(=NC=N1)C